F[C@H]1[C@@]2(C=C[C@](C[C@H]1C(=C)C=1N=CC(=NC1)C1=C(C=C(C=C1)C1=CC(=NC=C1)OC)O)(N2)C)C 2-(5-(1-((1s,2r,3s,5s)-2-fluoro-1,5-dimethyl-8-azabicyclo[3.2.1]oct-6-en-3-yl)vinyl)pyrazin-2-yl)-5-(2-methoxypyridin-4-yl)phenol